3-methyl-6-quinolinecarboxamide CC=1C=NC2=CC=C(C=C2C1)C(=O)N